phenethyl-tripropylammonium hydroxide [OH-].C(CC1=CC=CC=C1)[N+](CCC)(CCC)CCC